(3S,5R,8R,9S,10S,13R,14S,16S,17R)-16-acetoxy-14-hydroxy-10,13-dimethyl-17-(2-oxo-2H-pyran-5-yl)hexadecahydro-1H-cyclopenta[a]phenanthren-3-yl morpholine-4-carboxylate N1(CCOCC1)C(=O)O[C@H]1CC[C@@]2([C@H]3CC[C@@]4([C@H]([C@H](C[C@@]4([C@@H]3CC[C@@H]2C1)O)OC(C)=O)C=1C=CC(OC1)=O)C)C